guanyl-propionic acid C(N)(=N)C(C(=O)O)C